C(C)(C)(C)OC(=O)N1[C@@H](CCC1)CO N-(tert-butoxycarbonyl)-prolinol